7-Bromo-3-(difluoromethyl)imidazo[4,5-c]pyridine BrC=1C2=C(C=NC1)N(C=N2)C(F)F